N1CCC(CC1)CC1CCN(CC1)C(=O)OC(C)(C)C Tert-Butyl 4-(4-piperidylmethyl)piperidine-1-carboxylate